F[B-](F)(F)F.C(CCC)N1C=[NH+]C(=C1)C 1-Butyl-4-methylimidazolium Tetrafluoroborate